indole-3-carboxylate hydrochloride Cl.N1C=C(C2=CC=CC=C12)C(=O)O